N(=C=O)C(C)(C)C1=C(C=CC=C1)C(C)(N=C=O)C Bis(1-isocyanato-1-methylethyl)benzene